FC(F)(F)SC1=CC=C(C=C1)N[C@@H]1CC[C@H](CC1)S(=O)(=O)C1=CC=C(C=C1)C1=CC(=NC=C1)C(=O)N 4-(4-{[trans-4-({4-[(trifluoromethyl)sulfanyl]phenyl}Amino)cyclohexyl]sulfonyl}phenyl)pyridine-2-carboxamide